FC(C1=CC=C(C=C1)N=C1SC=C(N1)C1=CC=C(C=C1)C(C)(C)C)(F)F 2-(4-trifluoromethylphenyl-imino)-4-(4-tert-butylphenyl)thiazole